7-chloro-4-methylene-3,4-dihydro-2,6-naphthyridine-1(2H)-one ClC1=NC=C2C(CNC(C2=C1)=O)=C